2-bromo-N-(6-(2-hydroxypropan-2-yl)pyridin-3-yl)pyrimidine-4-carboxamide BrC1=NC=CC(=N1)C(=O)NC=1C=NC(=CC1)C(C)(C)O